5-benzyl-4,7-dioxo-5-azaspiro[2.4]heptane C(C1=CC=CC=C1)N1C(C2(CC2)C(C1)=O)=O